N-methyl-4-nonadecyl-N-octadecyl-anilinium [tetrakis(pentafluorophenyl) borate] FC1=C(C(=C(C(=C1[B-](C1=C(C(=C(C(=C1F)F)F)F)F)(C1=C(C(=C(C(=C1F)F)F)F)F)C1=C(C(=C(C(=C1F)F)F)F)F)F)F)F)F.C[NH+](C1=CC=C(C=C1)CCCCCCCCCCCCCCCCCCC)CCCCCCCCCCCCCCCCCC